O1CCN(CC1)CCOC1=CC=2N(C=C1)C(=CN2)C=2C=C1CCN(C(C1=C(C2)OC([2H])([2H])[2H])=O)CC(F)(F)F 6-[7-(2-morpholinoethoxy)imidazo[1,2-a]pyridin-3-yl]-8-(trideuteriomethoxy)-2-(2,2,2-trifluoroethyl)-3,4-dihydroisoquinolin-1-one